CSSCCSSC 1,2-bis(methylthiothio)ethane